OC1(CCC(CC1)N1CC2=C(N=C(N=C2)C)C2(C1=O)CNC2)C 6'-((1s,4S)-4-hydroxy-4-methylcyclohexyl)-2'-methyl-5',6'-dihydro-7'H-spiro[azetidine-3,8'-pyrido[4,3-d]pyrimidin]-7'-one